[P].[Al].[Si].[Zr] zirconium silicon aluminum phosphorus